4-(methylsulfonyl)-3-(4-(trifluoromethyl)phenyl)-4,5,6,7-tetrahydropyrazolo[1,5-a]pyrimidine-6-carboxylic acid CS(=O)(=O)N1C=2N(CC(C1)C(=O)O)N=CC2C2=CC=C(C=C2)C(F)(F)F